BrC=1C=CC(=C2C(N(C(C12)C1=C(C=CC(=C1)F)Cl)CC1=CC=C(C=C1)OC)=O)C(=O)OC 7-Bromo-1-(2-chloro-5-fluorophenyl)-4-(methoxycarbonyl)-2-[(4-methoxyphenyl)methyl]-3-oxo-2,3-dihydro-1H-isoindole